amino-azobenzene NC1=C(C=CC=C1)N=NC1=CC=CC=C1